6-fluoro-2-methyl-5-nitro-2H-indazole FC=1C(=CC2=CN(N=C2C1)C)[N+](=O)[O-]